2-(trans-4-(dimethylamino)cyclohexyl)-2,4-dimethyl-9-(thiazol-5-yl)-7,8-dihydro-[1,3]dioxolo[4,5-g]isoquinolin-5(6H)-one CN([C@@H]1CC[C@H](CC1)C1(OC=2C(=C(C=3CCNC(C3C2C)=O)C2=CN=CS2)O1)C)C